N-(8-fluoro-6-oxo-1,2,3,4,5,6-hexahydrobenzo[c][1,7]naphthyridin-1-yl)-N-methyl-1H-indole-2-carboxamide FC=1C=CC2=C(C(NC=3CNCC(C23)N(C(=O)C=2NC3=CC=CC=C3C2)C)=O)C1